CC1=NN2C(N(CCC2)C(CCC(=O)NC2CCC(CC2)C2=CC=CC=C2)=O)=C1 4-(2-methyl-6,7-dihydropyrazolo[1,5-a]pyrimidin-4(5H)-yl)-4-oxo-N-(4-phenylcyclohexyl)butanamide